COC(C1=C(C(=NC(=C1)Cl)Cl)N)=O 2,6-dichloro-3-aminoisonicotinic acid methyl ester